cobalt ammonium sulfate salt S(=O)(=O)([O-])[O-].[NH4+].[Co+]